ClC=1C(=C(N(C1C(C(=O)N[C@H]1[C@H](CCC1)O)=O)C)C)C(=O)NC1=CC(=C(C=C1)F)C 4-chloro-N-(4-fluoro-3-methylphenyl)-5-(2-(((1R,2S)-2-hydroxycyclopentyl)amino)-2-oxoacetyl)-1,2-dimethyl-1H-pyrrole-3-carboxamide